CC=1N(C(=CC1)C)C=1SC(=CC1C#N)C(C)C 2-(2,5-dimethyl-1H-pyrrol-1-yl)-5-isopropylthiophene-3-carbonitrile